2-ethylpentadecanol C(C)C(CO)CCCCCCCCCCCCC